2,7-dihydroxyanthracene OC1=CC2=CC3=CC(=CC=C3C=C2C=C1)O